7-chloro-1,1,1-trifluoro-2-Heptanone ClCCCCCC(C(F)(F)F)=O